2-((2-chloro-5-(2,2,2-trifluoro-1-hydroxyethyl)pyrimidin-4-yl)oxy)-1-fluoro-5,6,8,9,10,11-hexahydro-7H-pyrido[3',4':4,5]pyrrolo[2,3-f]isoquinolin-7-one ClC1=NC=C(C(=N1)OC=1N=CC=2CCC3=C(C2C1F)NC1=C3C(NCC1)=O)C(C(F)(F)F)O